4-bromo-5-fluoro-2-iodo-1-(phenylsulfonyl)-1H-pyrrolo[2,3-b]Pyridine BrC1=C2C(=NC=C1F)N(C(=C2)I)S(=O)(=O)C2=CC=CC=C2